3-fluoro-N-(2-((6-((1S,3R)-3-methyl-2-(2,2,2-trifluoroethyl)-2,3,4,9-tetrahydro-1H-pyrido[3,4-b]indol-1-yl)pyrimidin-4-yl)oxy)ethyl)propan-1-amine FCCCNCCOC1=NC=NC(=C1)[C@H]1N([C@@H](CC2=C1NC1=CC=CC=C21)C)CC(F)(F)F